C(C)(C)(C)OC(N(C([2H])([2H])[2H])C1CCN(CC1)CC1=CC=C(C=C1)N1C(=NC=2C1=NC(=C(C2)C)C)C=2C(=NC=CC2)N)=O.OCC(N)(CO)CO trishydroxymethyl-aminomethane Tert-butyl-(1-(4-(2-(2-aminopyridin-3-yl)-5,6-dimethyl-3H-imidazo[4,5-b]pyridin-3-yl)benzyl)piperidin-4-yl)(methyl-d3)carbamate